ClCCC(C(=O)NN)C1=C(C=CC=C1)F 4-chloro-2-(2-fluorophenyl)butanehydrazide